C(#N)C1N(CC(C1)(F)F)C(CNC(C1=C(C=NC=C1)C=CC1=CC=C(C=C1)OC)=O)=O N-(2-(2-cyano-4,4-difluoropyrrolidin-1-yl)-2-oxoethyl)-3-(4-methoxystyryl)isonicotinamide